NC1=NC=C(C=C1O[C@H](C)C=1C=C(C=CC1)NC(C1=CC(=CC=C1)S(=O)(=O)C(C)C)=O)Cl (R)-N-(3-(1-((2-amino-5-chloropyridin-3-yl)oxy)ethyl)-phenyl)-3-(isopropylsulfonyl)-benzamide